OC1C[C@H]2CC[C@@H](C1)N2C=2C=CC(=NC2)NC=2C=CC(=C1CNC(C21)=O)C2=CN=C1N2C=CN=C1 7-((5-((1R,3r,5S)-3-hydroxy-8-aza-bicyclo[3.2.1]octan-8-yl)pyridin-2-yl)amino)-4-(imidazo[1,2-a]pyrazin-3-yl)isoindolin-1-one